N-[(beta-carbolin-1-yl)methyl]-9-methyl-beta-carbolin-1-amine C1(=NC=CC=2C3=CC=CC=C3NC12)CNC1=NC=CC=2C3=CC=CC=C3N(C12)C